N-[4-[(E)-3-[4-[2-Hydroxyethyl(methyl)amino]phenyl]prop-2-enoyl]phenyl]-5-(2-nitrophenyl)furan-2-carboxamide OCCN(C1=CC=C(C=C1)/C=C/C(=O)C1=CC=C(C=C1)NC(=O)C=1OC(=CC1)C1=C(C=CC=C1)[N+](=O)[O-])C